C1(CC1)C1=NNC(=N1)C1CC2(CN(C2)C(=O)N2CC3(C2)CC(C3)CN3N=CN=C3C(F)(F)F)C1 [6-(3-cyclopropyl-1H-1,2,4-triazol-5-yl)-2-azaspiro[3.3]heptan-2-yl]-[6-[[5-(trifluoromethyl)-1,2,4-triazol-1-yl]methyl]-2-azaspiro[3.3]heptan-2-yl]methanone